(+/-)-(E)-2-phenyl-N-(1H-pyrazol-4-yl)-N-(thiophen-2-ylmethyl)cyclopropanecarboxamide C1(=CC=CC=C1)C1C(C1)C(=O)N(CC=1SC=CC1)C=1C=NNC1